COC1=CC=C(CNC(NC2=CC=C(C(=O)O)C=C2)=O)C=C1 4-(3-(4-methoxybenzyl)ureido)benzoic acid